N[C@H]1CN(CC1)C1=C2C=CN=CC2=CC(=N1)C#N 5-((R)-3-aminopyrrolidin-1-yl)-7-cyano-2,6-naphthyridine